2-bromo-5H-pyrrolo[2,3-b]pyrazine-7-carboxylic acid BrC=1N=C2C(=NC1)NC=C2C(=O)O